(S)-4-(5-(3-((2-((S)-3-carboxybutanoyl)-4-chloro-6-methoxy-isoindolin-5-yl)oxy)propoxy)-6-methoxy-benzo[b]thiophen-2-yl)-2-methyl-4-oxobutanoic acid C(=O)(O)[C@H](CC(=O)N1CC2=CC(=C(C(=C2C1)Cl)OCCCOC1=CC2=C(SC(=C2)C(C[C@@H](C(=O)O)C)=O)C=C1OC)OC)C